C(CCCCCCC)(=O)OC=1C2=CC=CC=C2C(=C2C=CC=CC12)OC(CCCCCCC)=O 9,10-bis(octanoyloxy)-anthracene